C(C1=CC=CC=C1)OC=1C=C(C2=C(C(=C(O2)C)C(=O)OCC)C1)F ethyl 5-(benzyloxy)-7-fluoro-2-methylbenzofuran-3-carboxylate